N-((5-cyclopropyl-1H-indazol-4-yl)methyl)-4-(difluoromethyl)-benzamide C1(CC1)C=1C(=C2C=NNC2=CC1)CNC(C1=CC=C(C=C1)C(F)F)=O